((1r,4r)-4-(2-((tetrahydro-2H-pyran-2-yl)oxy)ethyl)cyclohexyl)methanol O1C(CCCC1)OCCC1CCC(CC1)CO